2-methyl-N-((2-(4-((3-methyl-4-((1-methyl-1H-benzo[d]imidazol-5-yl)oxy)phenyl)amino)pyrimidin-5-yl)oxazol-4-yl)methylene)propane-2-sulfenamide CC(C)(C)SN=CC=1N=C(OC1)C=1C(=NC=NC1)NC1=CC(=C(C=C1)OC1=CC2=C(N(C=N2)C)C=C1)C